tert-Butyl 3-[2-[tert-butoxycarbonyl-[5-(5-fluoro-3-pyridyl)-3-iodo-pyrazolo[1,5-a]pyrimidin-7-yl]amino]ethyl]indole-1-carboxylate C(C)(C)(C)OC(=O)N(CCC1=CN(C2=CC=CC=C12)C(=O)OC(C)(C)C)C1=CC(=NC=2N1N=CC2I)C=2C=NC=C(C2)F